2-(5-((2-chloropyrimidin-5-yl)ethynyl)pyridin-3-yl)-6-phenyl-2,4,5,6-tetrahydrocyclopenta[c]pyrazole ClC1=NC=C(C=N1)C#CC=1C=C(C=NC1)N1N=C2C(=C1)CCC2C2=CC=CC=C2